3-(1-(1-(4-(4-((1R,2S)-6-hydroxy-2-phenyl-1,2,3,4-tetrahydronaphthalen-1-yl)phenoxy)butyl)piperidin-4-yl)-4-oxo-4H-thieno[3,4-c]pyrrol-5(6H)-yl)piperidine-2,6-dione OC=1C=C2CC[C@@H]([C@@H](C2=CC1)C1=CC=C(OCCCCN2CCC(CC2)C=2SC=C3C2CN(C3=O)C3C(NC(CC3)=O)=O)C=C1)C1=CC=CC=C1